1,2-Bis(3-indenyl)ethane C1C=C(C2=CC=CC=C12)CCC1=CCC2=CC=CC=C12